2-(2,6-dioxopiperidin-3-yl)-1,3-dioxoisoindoline-5-carbonyl chloride O=C1NC(CCC1N1C(C2=CC=C(C=C2C1=O)C(=O)Cl)=O)=O